FC1=CC=C(C=C1)N1N=C(C(C=C1C)=O)C(=O)NC1CCC2=C(NC1=O)C=CC=C2 1-(4-fluorophenyl)-6-methyl-4-oxo-N-(2-oxo-2,3,4,5-tetrahydro-1H-benzo[b]-azepin-3-yl)-1,4-dihydropyridazine-3-carboxamide